succinimide Imine glutarate C(CCCC(=O)O)(=O)O.C1(CCC(N1)=O)=N